FC=1C(NC(N(C1)CC(=O)NC1=CC(=CC=C1OC)O)=O)=O 2-(5-fluoro-2,4-dioxo-3,4-dihydropyrimidin-1(2H)-yl)-N-(3-hydroxy-6-methoxyphenyl)acetamide